O=C1NC(CCC1N1C(C2=CC(=C(C=C2C1=O)CN1C[C@@H](CCC1)C1=CC=C(C=C1)N1N=C2C(=CC=CC2=C1)C(=O)N)F)=O)=O 2-(4-((3S)-1-((2-(2,6-dioxopiperidin-3-yl)-6-fluoro-1,3-dioxoisoindolin-5-yl)methyl)piperidin-3-yl)phenyl)-2H-indazole-7-carboxamide